CC=1C=C(C=CC1)NC=1C=CC(=CC1)N (3-methylphenyl)-N,N'-2,5-Phenylenediamine